C(#N)C1=CC=C(C=C1)S(=O)NC(C1=C(C=C(C=C1)C1=NOC(C1)(C(F)(F)F)C1=CC(=CC(=C1)Cl)Cl)C)=O N-((4-cyanophenyl)sulfinyl)-4-(5-(3,5-dichlorophenyl)-5-(trifluoromethyl)-4,5-dihydroisoxazol-3-yl)-2-methylbenzamide